FC=1C=CC(=C(C1)N1CC2CN(CC2C1)C)OC 2-(5-fluoro-2-methoxyphenyl)-5-methyloctahydropyrrolo[3,4-c]pyrrole